N12C(CN(CC1)CC2)COC=2N=C(C1=C(N2)C(=C(N=C1)C1=CC(=CC2=CC=C(C(=C12)C#C)F)O)F)N1CCOCCC1 4-(2-((1,4-diazabicyclo[2.2.2]octan-2-yl)methoxy)-8-fluoro-4-(1,4-oxazepan-4-yl)pyrido[4,3-d]pyrimidin-7-yl)-5-ethynyl-6-fluoronaphthalen-2-ol